5,7-dibromo-6-[(2-chloro-5-fluorophenyl)carbonyl]-3,4-dihydrospiro[benzo[1,4]oxazine-2,1'-cyclopropane]-3-one BrC1=C(C(=CC2=C1NC(C1(CC1)O2)=O)Br)C(=O)C2=C(C=CC(=C2)F)Cl